2,2'-(propane-1,3-dioxy)bis(ethan-1-amine) C(CCOCCN)OCCN